C(C)(C)[C@H]1CO[C@@]23CCN(C[C@H]3CCC(N21)=O)CC2=NC=CC=C2 (3S,7aR,11aR)-3-isopropyl-9-(2-pyridylmethyl)-2,3,6,7,7a,8,10,11-octahydrooxazolo[2,3-j][1,6]naphthyridin-5-one